ClC1=C(C=C(C=C1NC1=CC=CC=C1)C)NC1=CC=CC=C1 2-chloro-5-methyl-N1,N3-diphenylbenzene-1,3-diamine